CC1=C(C=CC=C1C)N1C(=NC2=CC(=C(C=C2C1=O)/C=C/C(=O)OCC)F)CC (E)-ethyl 3-(3-(2,3-dimethylphenyl)-2-ethyl-7-fluoro-4-oxo-3,4-dihydroquinazolin-6-yl)acrylate